N-[(3,5-difluoropyridin-2-yl)methyl]-2-[3-({[1-(fluoromethyl)cyclopropyl]methoxy}methyl)[1,4'-bipiperidin]-1'-yl]-1,3-thiazole-5-carboxamide FC=1C(=NC=C(C1)F)CNC(=O)C1=CN=C(S1)N1CCC(CC1)N1CC(CCC1)COCC1(CC1)CF